propylpyridine hydrogensulfate S(=O)(=O)(O)O.C(CC)C1=NC=CC=C1